((5-carbamoyl-6-((2-fluoro-4-iodophenyl)amino)-1-methyl-2-oxo-1,2-dihydropyridin-4-yl)oxy)-N-methylindole-1-carboxamide C(N)(=O)C=1C(=CC(N(C1NC1=C(C=C(C=C1)I)F)C)=O)OC=1N(C2=CC=CC=C2C1)C(=O)NC